BrC1=CC(=C(C=C1F)CC=1N(C2=C(N1)C=CC(=C2)C(=O)OC)[C@@H]2COC[C@@H]2C)F Methyl 2-[(4-bromo-2,5-difluoro-phenyl)methyl]-3-[(3S,4R)-4-methyltetrahydrofuran-3-yl]benzimidazole-5-carboxylate